tributyl-ammonium tetrakis(p-trifluoromethylphenyl)borate FC(C1=CC=C(C=C1)[B-](C1=CC=C(C=C1)C(F)(F)F)(C1=CC=C(C=C1)C(F)(F)F)C1=CC=C(C=C1)C(F)(F)F)(F)F.C(CCC)[NH+](CCCC)CCCC